tert-butyldimethyl-(((2R,4R)-4-(methylsulfanyl)pent-2-yl)oxy)silane C(C)(C)(C)[Si](O[C@H](C)C[C@@H](C)SC)(C)C